2-(6-(4-((2-(2,4-dioxotetrahydropyrimidin-1(2H)-yl)benzyl)(methyl)amino)piperidin-1-yl)-1-oxoisoindolin-2-yl)-2-(5-fluoro-2-hydroxyphenyl)-N-(thiazol-2-yl)acetamide O=C1N(CCC(N1)=O)C1=C(CN(C2CCN(CC2)C2=CC=C3CN(C(C3=C2)=O)C(C(=O)NC=2SC=CN2)C2=C(C=CC(=C2)F)O)C)C=CC=C1